CC1(C(N(C(O1)=O)C=1C=CC(=C(OC[C@@H]2CC[C@H](CC2)C(=O)N2OCC[C@H]2C=2C=NC=C(C#N)C2)C1)F)=O)C trans-5-((S)-2-(4-((5-(5,5-dimethyl-2,4-dioxooxazolidin-3-yl)-2-fluorophenoxy)methyl)cyclohexane-1-carbonyl)isoxazolidin-3-yl)nicotinonitrile